(1R,2S)-1-(2-chlorophenyl)-N1-methyl-N2-(pyrimidin-2-ylmethyl)cyclohexane-1,2-diamine ClC1=C(C=CC=C1)[C@]1([C@H](CCCC1)NCC1=NC=CC=N1)NC